COC([C@@H]([C@H](CC1=CC=CC=C1)O)O)=O (2R,3S)-methyl-2,3-dihydroxy-4-phenylbutyrate